NCCCCC1=CC=C(C=C1)S(=O)(=O)N(CCC)CCC 4-(4-Aminobutyl)-N,N-dipropylbenzenesulfonamide